C(C)(=O)O[C@@H]1[C@H](O[C@H]([C@@H]1OC(C)=O)N1C=2N=C(NC(C2N=C1)=O)NC(C(C)C)=O)CC(=O)NC [(2R,3R,4R,5R)-4-acetoxy-2-[2-(methylamino)-2-oxo-ethyl]-5-[2-(2-methylpropanoylamino)-6-oxo-1H-purin-9-yl]tetrahydrofuran-3-yl] acetate